O1CCOC2=C1C=CC(=C2)CC2=NNC(=N2)C2=CC=C(C=C2)NC(C2=CC(=CC=C2)CN2CCS(CC2)(=O)=O)=O N-[4-[3-(2,3-Dihydro-1,4-benzodioxin-6-ylmethyl)-1H-1,2,4-triazol-5-yl]phenyl]-3-[(1,1-dioxo-1,4-thiazinan-4-yl)methyl]benzamide